C(CCC)S(=S)(O)CCCC.C(CCC)S(SCCCC)=O S-butyl butane-1-sulfinothioate (Di-n-butyl thiosulfinate)